tert-butyl N-methyl-L-alaninate hydrochloride salt Cl.CN[C@@H](C)C(=O)OC(C)(C)C